OCCN1C=CCC1 hydroxyethylpyrroline